tert-Butyl 4-[1-(2-hydroxyethyl)piperidin-4-yl]piperazine-1-carboxylate OCCN1CCC(CC1)N1CCN(CC1)C(=O)OC(C)(C)C